9,10-difluoro-6-((((2-methoxypyridin-4-yl)methyl)((S)-1-(6-(methylamino)pyridin-3-yl)piperidin-3-yl)amino)methyl)-3-methyl-2H-[1,4]oxazino[2,3,4-ij]quinolin-7(3H)-one FC=1C=C2C(C(=CN3C2=C(C1F)OCC3C)CN([C@@H]3CN(CCC3)C=3C=NC(=CC3)NC)CC3=CC(=NC=C3)OC)=O